C1(CCC(CC1)C1N(C(C2(CCNCC2)C2=CC=CC=C12)=O)C)C1CCCCC1 1-(cis-[1,1-bi(cyclohexan)]-4-yl)-2-methyl-1,2-dihydro-3H-spiro[isoquinoline-4,4-piperidin]-3-one